8-oxa-3-azabicyclo[3.2.1]octane-3-Carbonyl chloride C12CN(CC(CC1)O2)C(=O)Cl